C(C1=CC=CC=C1)CC[Si](Cl)(CC)CC benzyl-triethylchlorosilane